methyl 3-(9-((4-(((tert-butoxycarbonyl)amino)methyl)phenyl)carbamoyl)-4,5-dihydrobenzo[b]thieno[2,3-d]oxepin-8-yl)-6-((cyclobutylmethyl)carbamoyl)picolinate C(C)(C)(C)OC(=O)NCC1=CC=C(C=C1)NC(=O)C1=CC2=C(OCCC3=C2SC=C3)C=C1C=1C(=NC(=CC1)C(NCC1CCC1)=O)C(=O)OC